FC(C1=CC=CC(=N1)C(CC=O)=O)(F)F 3-(6-(trifluoromethyl)pyridin-2-yl)propane-1,3-dione